perfluorotertiary butanol FC(C(C(F)(F)F)(C(F)(F)F)O)(F)F